pyrido[3,2-c]pyrimido[5',4':4,5]pyrrolo[1,2-a]azepin-12-amine C1=CC=NC2=C1C=1N(CC=C2)C2=C(C1)C(=NC=N2)N